Cl.CS(=O)(=O)C1=CC=C(C=C1)CCN 2-(4-methylsulfonyl-phenyl)ethylamine hydrochloride